methyl 1,3-dimethyl-2,4-dioxo-1,2,3,4-tetrahydropyrimidine-5-carboxylate CN1C(N(C(C(=C1)C(=O)OC)=O)C)=O